C(CCC)OC(=O)[N-]S(=O)(=O)C=1SC(=CC1C1=CC=C(C=C1)CN1C(=NC=C1)C(C)(C)C)CC(C)C.[K+] Potassium (butoxycarbonyl)((3-(4-((2-(tert-butyl)-1H-imidazol-1-yl)methyl)phenyl)-5-isobutylthiophen-2-yl)sulfonyl)amide